C(C)OC(CCC(=O)C1=NC(=CC(=C1O)C#N)C1=CC=C(C2=CC=CC=C12)C)=O 4-[4-cyano-3-hydroxy-6-(4-methyl-naphthalen-1-yl)-pyridin-2-yl]-4-oxo-butyric acid ethyl ester